3-(2-fluoro-4-(2,2,2-trifluoro-1-phenylethylamino)phenylamino)propyl methanesulfonate CS(=O)(=O)OCCCNC1=C(C=C(C=C1)NC(C(F)(F)F)C1=CC=CC=C1)F